N-((1-(4-(1H-pyrazol-4-yl)phenyl)piperidin-4-yl)methyl)benzamide N1N=CC(=C1)C1=CC=C(C=C1)N1CCC(CC1)CNC(C1=CC=CC=C1)=O